BrC=1C(=NC=CC1N)C 3-bromo-2-methyl-pyridin-4-amine